N-((R)-1-(2-((S)-amino(4,4-difluorocyclohexyl)methyl)-1-((2-(trimethylsilyl)ethoxy)methyl)-1H-benzo[d]imidazol-5-yl)ethyl)-4,4,4-trifluorobutanamide N[C@H](C1=NC2=C(N1COCC[Si](C)(C)C)C=CC(=C2)[C@@H](C)NC(CCC(F)(F)F)=O)C2CCC(CC2)(F)F